ClC1=C(C=CC(=C1)S(=O)(=O)C)B1OC(C(O1)(C)C)(C)C 2-(2-chloro-4-methylsulfonyl-phenyl)-4,4,5,5-tetramethyl-1,3,2-dioxaborolane